6-bromo-2-((4-fluoro-2-methoxy-5-nitrophenyl)amino)-8-methylpyrido[2,3-d]pyrimidin-7(8H)-one BrC1=CC2=C(N=C(N=C2)NC2=C(C=C(C(=C2)[N+](=O)[O-])F)OC)N(C1=O)C